octa-3,5,7-triene-2-one CC(C=CC=CC=C)=O